O=C1C=CC(=NN1)C=1C=C(C#N)C=CC1 3-(6-Oxo-1,6-dihydropyridazin-3-yl)benzonitrile